C(=C)C1=CC=C(CC(C(C)=O)C(C)=O)C=C1 3-(4-Vinylbenzyl)-pentane-2,4-dione